CC1(OB(OC1(C)C)C=1C=NN(C1)CCC(F)(F)F)C 4-(4,4,5,5-Tetramethyl-1,3,2-dioxaborolan-2-yl)-1-(3,3,3-trifluoropropyl)-pyrazole